6-(benzo[d]oxazol-2-yl)-5-hydroxy-3-methyl-2-(1-phenyl-3,4-dihydroisoquinolin-2(1H)-yl)pyrimidin-4(3H)-one O1C(=NC2=C1C=CC=C2)C2=C(C(N(C(=N2)N2C(C1=CC=CC=C1CC2)C2=CC=CC=C2)C)=O)O